C(C(=C)C)(=O)OCC(C(COC(C(=C)C)=O)(F)F)(F)F 2,2,3,3-tetrafluoro-1,4-butanediol dimethacrylate